C(C=C)(=O)N1C[C@H](CC1)N1N=C(C=2C(=NC=C(C21)C(=O)NCCCC)N)C#CC2=C(C(=CC(=C2F)OC)OC)F (S)-1-(1-acryloylpyrrolidin-3-yl)-4-amino-3-((2,6-difluoro-3,5-dimethoxyphenyl)ethynyl)-N-butyl-1H-pyrazolo[4,3-c]pyridine-7-carboxamide